monomethyl citraconate C(\C(\C)=C/C(=O)[O-])(=O)OC